CC1=NC(=CC(=C1)C(C(CC)=O)C(CC)=O)C 4-(2,6-Dimethylpyridin-4-yl)heptane-3,5-dione